1-(2,6-Dimethylphenyl)-6-fluoro-7-(2-fluoro-4-methoxyphenyl)-4-(piperazin-1-yl)quinoline-2(1H)-one CC1=C(C(=CC=C1)C)N1C(C=C(C2=CC(=C(C=C12)C1=C(C=C(C=C1)OC)F)F)N1CCNCC1)=O